(4-azidobutoxy)benzene Tert-butyl-(2R,3S)-3-((5-(2-((2,6-dimethylpyrimidin-4-yl)amino)pyrazolo[1,5-a]pyridin-5-yl)-1-methyl-1H-pyrazol-4-yl)oxy)-2-methylpyrrolidine-1-carboxylate C(C)(C)(C)OC(=O)N1[C@@H]([C@H](CC1)OC=1C=NN(C1C1=CC=2N(C=C1)N=C(C2)NC2=NC(=NC(=C2)C)C)C)C.N(=[N+]=[N-])CCCCOC2=CC=CC=C2